C(C)(C)(C)C1=CC=2C=3C=C(C=C4C3C=3C(=CC=NC3C3=C4C=C4C=CC=CC4=C3)C2C=C1)C(C)(C)C 6,9-Di-tert-butylnaphtho[2,3-h]phenanthro[9,10,1-def]quinoline